(S)-N-(1-(1-(5-((dimethyl(oxo)-λ6-sulfaneylidene)amino)pyridin-2-yl)-1H-1,2,4-triazol-5-yl)ethyl)-3-fluoro-5-(trifluoromethyl)benzamide CS(=O)(C)=NC=1C=CC(=NC1)N1N=CN=C1[C@H](C)NC(C1=CC(=CC(=C1)C(F)(F)F)F)=O